methyl 3-chloro-4-hydroxy-5-nitrobenzoate ClC=1C=C(C(=O)OC)C=C(C1O)[N+](=O)[O-]